N-(4-fluoro-3-methoxybenzylidene)-2-methylpropane-2-sulfinamide FC1=C(C=C(C=NS(=O)C(C)(C)C)C=C1)OC